tert-Butyl 4-(6-Amino-2-methoxypyridin-3-yl)piperidine-1-carboxylate NC1=CC=C(C(=N1)OC)C1CCN(CC1)C(=O)OC(C)(C)C